FC1=C(C=CC=C1)CC(=O)N1CCN(CC1)C1=NC=C(C=C1)C1=C2C=NC=NC2=CC(=C1)C=1C=NN(C1)C 2-(2-Fluorophenyl)-1-(4-(5-(7-(1-methyl-1H-pyrazol-4-yl)quinazolin-5-yl)pyridin-2-yl)piperazin-1-yl)ethan-1-one